C1(CC1)S(=O)(=O)C=1C=C(C(=O)N)C=CC1 3-(cyclopropylsulfonyl)benzamide